3-cis-HEXENYL salicylate (HEXENYL-3-CIS-SALICYLATE) C(=CCCCC)OC=1C(C(=O)O)=CC=CC1.C(C=1C(O)=CC=CC1)(=O)OC=CCCCC